B(OC1=C(C(=C(C(=C1F)F)F)F)F)(OC1=C(C(=C(C(=C1F)F)F)F)F)[O-].[K+] Potassium bis(perfluorophenyl) borate